CC1(COC1)CN1CCC(CC1)CC1=CC=2N(C=C1)N=CC2N2C(NC(CC2)=O)=O 1-(5-((1-((3-methyloxetan-3-yl)methyl)piperidin-4-yl)methyl)pyrazolo[1,5-a]pyridin-3-yl)dihydropyrimidine-2,4(1H,3H)-dione